3-cyclopropyl-5-(4,4,5,5-tetramethyl-1,3,2-dioxaborolan-2-yl)pyridine C1(CC1)C=1C=NC=C(C1)B1OC(C(O1)(C)C)(C)C